FC(CCNC1[C@@H]2CC[C@H](C1)N2C(=O)OC(C)(C)C)F tert-butyl (1S,4R)-2-((3,3-difluoropropyl) amino)-7-azabicyclo[2.2.1]heptane-7-carboxylate